2-(Benzyloxycarbonylamino)-4,6,7,8-tetrahydropyrazolo[1,5-a][1,4]Diazepine-5-carboxylic acid tert-butyl ester C(C)(C)(C)OC(=O)N1CC=2N(CCC1)N=C(C2)NC(=O)OCC2=CC=CC=C2